C1(=CC=CC=C1)C1=C(C(=O)N)C=C(C=C1)C(F)(F)F phenyl-5-(trifluoromethyl)benzamide